(R)-(3-Aminopiperidin-1-yl)(2-(1-(pyridin-2-ylmethyl)-1H-indol-2-yl)-3,4-dihydro-5-oxa-1,2a-diazaacenaphthylen-7-yl)methanone N[C@H]1CN(CCC1)C(=O)C=1C=C2OCCN3C(=NC(C1)=C32)C=3N(C2=CC=CC=C2C3)CC3=NC=CC=C3